C(C)(=O)NNC(=O)C12CC(CC(N1C(=O)NC1=CC(=C(C=C1)C(F)(F)F)N1N=CC(=N1)F)C2)C(F)(F)F cis-1-(2-acetylhydrazine-1-carbonyl)-N-(3-(4-fluoro-2H-1,2,3-triazol-2-yl)-4-(trifluoromethyl)phenyl)-3-(trifluoromethyl)-6-azabicyclo[3.1.1]heptane-6-carboxamide